C1(=CC=CC=C1)C=1NC=2CCC(CC2C1)=NO 2-phenyl-1,4,6,7-tetrahydroindol-5-one oxime